4-[3-hydroxy-6-(4-phenyl-naphthalen-1-yl)-pyridin-2-yl]-4-oxo-butyric acid ethyl ester C(C)OC(CCC(=O)C1=NC(=CC=C1O)C1=CC=C(C2=CC=CC=C12)C1=CC=CC=C1)=O